ClC1=CC(=C(COC2=C(C=CC=C2)C=2CCN(C(C2)=O)CC2=NC3=C(N2C[C@H]2OCC2)C=C(C=C3)C(=O)OC)C=C1)F methyl (S)-2-((4-(2-((4-chloro-2-fluorobenzyl) oxy) phenyl)-6-oxo-3,6-dihydropyridin-1(2H)-yl) methyl)-1-(oxetan-2-ylmethyl)-1H-benzo[d]imidazole-6-carboxylate